methyl 8-bromo-2-hydroxy-quinoxaline-5-carboxylate BrC1=CC=C(C=2N=CC(=NC12)O)C(=O)OC